N-(2-(2-(4-(2,4-dimethoxybenzyloxy)phenoxy)ethoxy)ethyl)cyclopentylamine COC1=C(COC2=CC=C(OCCOCCNC3CCCC3)C=C2)C=CC(=C1)OC